4-(bromomethyl)benzofuran-7-Nitrile BrCC1=CC=C(C2=C1C=CO2)C#N